benzylmethanoate C(C1=CC=CC=C1)C(=O)[O-]